(R)-N-(1-cyanoethyl)-4-(5-methyl-2-((1-methyl-1H-pyrazol-4-yl)amino)pyrimidin-4-yl)benzamide C(#N)[C@@H](C)NC(C1=CC=C(C=C1)C1=NC(=NC=C1C)NC=1C=NN(C1)C)=O